7-Isobutyryl-1,3-dimethyl-8-phenyl-3,6-dihydroimidazo[4,5-d]pyrrolo[2,3-b]pyridin-2(1H)-on C(C(C)C)(=O)C1=C(C=2C(=NC=C3C2N(C(N3C)=O)C)N1)C1=CC=CC=C1